CC(CCCCC=CCCCCCCC(=O)O)CC 14-Methyl-8-hexadecenoic acid